C(C(=C)C)(=O)O[C@H]1[C@@H]2[C@@H]3COC([C@@H]3[C@H](C1)O2)=O (3aS,4S,5R,7S,7aS)-1-oxooctahydro-4,7-epoxyisobenzofuran-5-yl methacrylate